1-(4-fluoro-1,3-dihydro-2H-isoindol-2-yl)-2-(1,3-thiazol-2-ylsulfonyl)ethanone FC1=C2CN(CC2=CC=C1)C(CS(=O)(=O)C=1SC=CN1)=O